C(C)(C)(C)OC(NCC1=CC=C(C=C1)N1C2=NC(=NC=C2N=C1NC1=CC(=CC=C1)Cl)NC1(CCOCC1)C)=O (4-(8-((3-chlorophenyl)amino)-2-((4-methyltetrahydro-2H-pyran-4-yl)amino)-9H-purin-9-yl)benzyl)carbamic acid tert-butyl ester